1-(3-methoxy-4-nitrophenyl)ethan-1-one COC=1C=C(C=CC1[N+](=O)[O-])C(C)=O